COC(=O)N1[C@@H]([C@@]2(COCC(N2)=O)CCC1)CO[C@@H]1CC[C@@H](CC1)C1=CC=CC=C1 (6R,7S)-2-oxo-7-({[(cis)-4-phenylcyclohexyl]oxy}methyl)-4-oxa-1,8-diazaspiro[5.5]undecane-8-carboxylic acid methyl ester